C1(CCCC1)NC(=O)C1=CC2=C(N=C(S2)C2CCNCC2)C=C1 N-cyclopentyl-2-(piperidin-4-yl)benzo[d]thiazole-6-carboxamide